C(C)(C)(C)OC(=O)N1CC2(C1)CCNCC2 2,7-diaza-spiro[3.5]nonane-2-carboxylic acid tert-butyl ester